C(C1=CC=CC=C1)SC=1C=C2C(=NC(=NC2=C(C1)F)C)C(N)=NO 6-(benzylthio)-8-fluoro-N'-hydroxy-2-methylquinazoline-4-carboximidamide